O=C1N(N=C2N1CCCC2)CC2=NC(=NC=C2)C(F)(F)F (5S)-3-Oxo-2-{[2-(trifluoromethyl)pyrimidin-4-yl]methyl}-2,3,5,6,7,8-hexahydro[1,2,4]triazolo[4,3-a]pyridin